4-((2H-tetrazol-5-yl)methoxy)-2-methoxy-N-(5-(thiophen-2-yl)-1,3,4-oxa-diazol-2-yl)benzamide N=1NN=NC1COC1=CC(=C(C(=O)NC=2OC(=NN2)C=2SC=CC2)C=C1)OC